OCCOCN1C=2N=C(NC(C2N=C1)=O)N 9-2-hydroxy-ethoxymethylguanine